tert-butyl (2R,3R)-3-azido-2-ethylpyrrolidine-1-carboxylate N(=[N+]=[N-])[C@H]1[C@H](N(CC1)C(=O)OC(C)(C)C)CC